tert-Butyl 2-(3-benzhydryl-6-(4-methoxyphenyl)-2-oxo-2,3-dihydro-1H-imidazo[4,5-b]pyridin-1-yl)acetate C(C1=CC=CC=C1)(C1=CC=CC=C1)N1C(N(C=2C1=NC=C(C2)C2=CC=C(C=C2)OC)CC(=O)OC(C)(C)C)=O